COC(=O)C=1C=CC=2N(C1C)C(=CN2)I 3-iodo-5-methyl-imidazo[1,2-a]pyridine-6-carboxylic acid methyl ester